ClC1=NC=C(C(=C1)N1C[C@H]([C@@H](CC1)O)NC(OC(C)(C)C)=O)C=1C=NN(C1)C(F)F tert-butyl ((3R,4R)-1-(2-chloro-5-(1-(difluoromethyl)-1H-pyrazol-4-yl)pyridin-4-yl)-4-hydroxypiperidin-3-yl)carbamate